C(C(O)C)(=O)OCCCCCCCCCCCCC n-tridecanol lactate